OCCOC=1C2=CC=CC=C2C=2C=C(C=CC2C1)C1(C2=CC=C(C=C2C=2C=C(C=CC12)C=1C2=CC=CC=C2C=2C=CC=CC2C1)C=1C2=CC=CC=C2C=2C=CC=CC2C1)C=1C=CC=2C=C(C3=CC=CC=C3C2C1)OCCO 9,9-bis[9-(2-hydroxyethoxy)-3-phenanthryl]-3,6-bis(9-phenanthryl)fluorene